(S)-3-(3-bromo-1-((2-(trimethylsilyl)ethoxy)methyl)-1H-pyrazol-5-yl)cyclopentanone BrC1=NN(C(=C1)[C@@H]1CC(CC1)=O)COCC[Si](C)(C)C